C1(=CC=CC=C1)C(CC1C=CC2=CC=CC=C12)C 1-(2-phenylpropyl)-1H-inden